CC1=C(C=C)C=C(C(=C1C)C)C 2,3,4,5-tetramethyl-styrene